CC(C(CN1CCN(CC1)C1=CC(=C2C(=N1)C(=CS2)C(=O)NC)C(F)(F)F)=O)(C)C 5-(4-(3,3-dimethyl-2-oxobutyl)piperazin-1-yl)-N-methyl-7-(trifluoromethyl)thieno[3,2-b]pyridine-3-carboxamide